methyl oxoacetate O=CC(=O)OC